3,5-bis(acetamido)-2,4,6-triiodobenzoic acid C(C)(=O)NC=1C(=C(C(=O)O)C(=C(C1I)NC(C)=O)I)I